CN1CC2(CC1)CCN(CC2)C=2C1=C(N=C(N2)C2=CC=NC=C2)C=NC=C1OC1CC(C1)C#N 3-((4-(2-Methyl-2,8-diazaspiro[4.5]decan-8-yl)-2-(pyridin-4-yl)pyrido[3,4-d]pyrimidin-5-yl)oxy)cyclobutane-1-carbonitrile